ClC1=CC(=C(CC2=C(OC3CCNCC3)C=CC=C2)C=C1)F 4-(2-(4-chloro-2-fluorobenzyl)phenoxy)piperidine